C(C)(C)(C)OC(=O)N1[C@@H](CCC1)C(=O)Cl (S)-2-(chlorocarbonyl)pyrrolidine-1-carboxylic acid tert-butyl ester